S(=O)(=O)(O)OCCN(CCO)CCO 2,2',2''-nitrilotriethanol sulfate